4-Amino-1H-indazole NC1=C2C=NNC2=CC=C1